C(C)(=O)N(C(C)(C)C)C[C@@H](COC1=NSN=C1N1CCOCC1)OC(=O)[C@H](C)OC(=O)[C@H](C)OC(CCCCCCCCCCCCCCCCC)=O Octadecanoic acid (S)-1-{(S)-1-[(S)-1-[(acetyl-tert-butyl-amino)-methyl]-2-(4-morpholin-4-yl-[1,2,5]thiadiazol-3-yloxy)-ethoxycarbonyl]-ethoxycarbonyl}-ethyl ester